(R/S)-N-(1-(3-amino-5-(difluoromethyl)phenyl)ethyl)-2-methyl-6-(2-oxa-6-azaspiro[3.3]heptan-6-yl)-8,9-dihydro-7H-cyclopenta[H]quinazolin-4-amine NC=1C=C(C=C(C1)C(F)F)[C@@H](C)NC1=NC(=NC2=C3C(=C(C=C12)N1CC2(COC2)C1)CCC3)C |r|